C(C)(=O)OCCCOC1=C(C(=O)OC)C=CC(=C1)C1=NC=CN=C1NC1=CC=C(C=C1)C(F)(F)F methyl 2-(3-acetoxypropoxy)-4-[3-[4-(trifluoromethyl)anilino]pyrazin-2-yl]benzoate